tin (IV) carbonate C([O-])([O-])=O.[Sn+4].C([O-])([O-])=O